4-[(4-chloro-2-fluoro-phenyl)methoxy]thiazole [4-methoxy-2-[[(1S)-1-methyl-2-[(1S,2S)-1-methyl-2-(o-tolyl)propoxy]-2-oxo-ethyl]carbamoyl]-3-pyridyl]2-methylpropanoate COC1=C(C(=NC=C1)C(N[C@H](C(=O)O[C@H]([C@@H](C)C1=C(C=CC=C1)C)C)C)=O)OC(C(C)C)=O.ClC1=CC(=C(C=C1)COC=1N=CSC1)F